4-[8-(2-cyanoallylamino)-7-methoxy-2-naphthyl]-N-[(2S,4R)-1,2-dimethyl-4-piperidyl]thiazole-2-carboxamide C(#N)C(CNC=1C(=CC=C2C=CC(=CC12)C=1N=C(SC1)C(=O)N[C@H]1C[C@@H](N(CC1)C)C)OC)=C